N1C=C(C2=CC=CC=C12)CC(CCCC)=O 1-(1H-indol-3-yl)hexan-2-one